N-((S)-(4,4-difluorocyclohexyl)(5-(((S)-2-oxo-4-(trifluoromethyl)imidazolidin-1-yl)methyl)benzo[d]oxazol-2-yl)methyl)-2,2-difluoro-2-(1-methyl-1H-pyrazol-5-yl)acetamide FC1(CCC(CC1)[C@H](NC(C(C1=CC=NN1C)(F)F)=O)C=1OC2=C(N1)C=C(C=C2)CN2C(N[C@@H](C2)C(F)(F)F)=O)F